C1=CC=C(C=C1)CNS(=O)(=O)C2=CC=C(C=C2)N 4-amino-N-benzylbenzenesulfonamide